C(C)C=1SC=C(N1)CC1=CC(=NC=C1)C(=O)N[C@@H]1C(N(C2=C(OC1)C=CC(=C2)C#CC(C)(C)O)C)=O (S)-4-((2-ethylthiazol-4-yl)methyl)-N-(7-(3-hydroxy-3-methylbut-1-yn-1-yl)-5-methyl-4-oxo-2,3,4,5-tetrahydrobenzo[b][1,4]oxazepin-3-yl)pyridineamide